5-(2-(2,6-dioxopiperidin-3-yl)-6-fluoro-1,3-dioxoisoindoline-5-yl)-2,5-diazepine O=C1NC(CCC1N1C(C2=CC(=C(C=C2C1=O)N1C=CN=CC=C1)F)=O)=O